N=1C=NN2C1C=C(C=C2)OC2=C(C=C(C=C2)NC2=NC=NC1=CC=3OC[C@@H]4N(C3N=C12)CCN(C4)C(=O)OC(C)(C)C)C tert-butyl (R)-11-((4-([1,2,4]triazolo[1,5-a]pyridin-7-yloxy)-3-methylphenyl)amino)-1,2,4a,5-tetrahydropyrazino[1,2-d]pyrimido[4',5':5,6]pyrido[3,2-b][1,4]oxazine-3(4H)-carboxylate